N-(2,2-dimethylbutyl)ethane-1,2-diamine CC(CNCCN)(CC)C